OC1=C(C=C(C(=C1)OC)OC)C=1C(OC2=CC=CC=C2C1)=O 3-(2-hydroxy-4,5-dimethoxyphenyl)coumarin